C(C)(C)(C)OC(=O)N(C(OC(C)(C)C)=O)C=1C2=C(N=CN1)N(C=C2B2OC(C(O2)(C)C)(C)C)C2CC2 tert-butyl (tert-butoxycarbonyl)(7-cyclopropyl-5-(4,4,5,5-tetramethyl-1,3,2-dioxaborolan-2-yl)-7H-pyrrolo[2,3-d]pyrimidin-4-yl)carbamate